6-methoxy-1-methyl-2-oxo-4-[4-(5-phenyl-1,3,4-oxadiazol-2-yl)piperidin-1-yl]-1,2-dihydroquinoline-3-carbonitrile COC=1C=C2C(=C(C(N(C2=CC1)C)=O)C#N)N1CCC(CC1)C=1OC(=NN1)C1=CC=CC=C1